ClCC=1C2(CCC(C1)C2)CN=C=O chloromethylisocyanatomethylnorbornene